C(=O)SC(C)(C)C S-tert-butyl thioformate